N-(4-(4-amino-5-(3-fluoro-4-((4-methylpyrimidin-2-yl)oxy)phenyl)-7-methyl-7H-pyrrolo[2,3-d]pyrimidin-6-yl)-3-methoxyphenyl)-2-cyclopropylacrylamide NC=1C2=C(N=CN1)N(C(=C2C2=CC(=C(C=C2)OC2=NC=CC(=N2)C)F)C2=C(C=C(C=C2)NC(C(=C)C2CC2)=O)OC)C